tert-butyl 3-(4-((4-(4-chloro-3-(1-methylcyclopropyl)phenyl)-but-3-yn-2-yl)-carbamoyl) piperazin-1-yl)-azetidine-1-carboxylate ClC1=C(C=C(C=C1)C#CC(C)NC(=O)N1CCN(CC1)C1CN(C1)C(=O)OC(C)(C)C)C1(CC1)C